COCCOCCN(C(OCCl)=O)C chloromethyl N-[2-(2-methoxyethoxy) ethyl]-N-methylcarbamate